N-(2-((2R,5S)-4-(6-cyano-1-methyl-2-oxo-1,2-dihydropyrido[3,2-d]pyrimidin-4-yl)-2,5-diethylpiperazin-1-yl)-2-(4-(trifluoromethyl)phenyl)ethyl)methanesulfonamide C(#N)C=1C=CC=2N(C(N=C(C2N1)N1C[C@H](N(C[C@@H]1CC)C(CNS(=O)(=O)C)C1=CC=C(C=C1)C(F)(F)F)CC)=O)C